C1(CC1)C1=C(C=NO1)C(=O)C1=C(C=C(C=C1)C(F)(F)F)S(=O)(=O)C 5-cyclopropyl-1,2-oxazol-4-yl-(4-trifluoromethyl-2-methylsulfonylphenyl)-methanone